NC1=C2C(=NC=N1)N(N=C2C2=CC=C(C=C2)NC(=O)C=2C(N(N=C(C2)C(C)C)C2=NC=C(C=C2)F)=O)CC(F)F N-(4-(4-Amino-1-(2,2-difluoroethyl)-1H-pyrazolo[3,4-d]pyrimidin-3-yl)phenyl)-2-(5-Fluoropyridin-2-yl)-6-isopropyl-3-oxo-2,3-dihydropyridazine-4-carboxamide